C(N)(OCS(=O)(=O)C=1SC(=CC1C1=CC(=C(C=C1)CN1C(=NC=C1)C(C)(C)C)C#N)CC(C)C)=O ((3-(4-((2-(tert-butyl)-1H-imidazol-1-yl)methyl)-3-cyanophenyl)-5-isobutylthiophen-2-yl)sulfonyl)Methyl carbamate